C(=O)(OC(C)(C)C)NN Boc-hydrazine